[N+](=O)([O-])C1=C(OCC#CC#CCOC2=C(C=C(C=C2)[N+](=O)[O-])[N+](=O)[O-])C=CC(=C1)[N+](=O)[O-] 1,6-bis(2,4-dinitrophenoxy)-2,4-hexadiyne